bis(octadecyl)methylammonium C(CCCCCCCCCCCCCCCCC)[NH+](C)CCCCCCCCCCCCCCCCCC